Benzyl ((S)-(4,4-difluorocyclohexyl)(5-(4-((S)-2-oxo-4-(trifluoromethyl)-imidazolidin-1-yl)tetrahydro-2H-pyran-4-yl)benzo[d]oxazol-2-yl)methyl)carbamate FC1(CCC(CC1)[C@@H](C=1OC2=C(N1)C=C(C=C2)C2(CCOCC2)N2C(N[C@@H](C2)C(F)(F)F)=O)NC(OCC2=CC=CC=C2)=O)F